tert-Butyl 4-methyl-4-({[methyl({[6-(trifluoromethoxy)-1,3-benzothiazol-2-yl]carbamoyl}methyl)carbamoyl]methyl}amino)piperidine-1-carboxylate CC1(CCN(CC1)C(=O)OC(C)(C)C)NCC(N(CC(NC=1SC2=C(N1)C=CC(=C2)OC(F)(F)F)=O)C)=O